(6S)-3-amino-2-bromo-6-methyl-5H,6H,7H-pyrazolo[1,5-a]pyrazin-4-one NC=1C(=NN2C1C(N[C@H](C2)C)=O)Br